1-bromo-4-(4-butylphenyl)benzene 2-methoxy-4-ethylphenyl-4-ethylbenzoate COC1=C(C=CC(=C1)CC)OC(C1=CC=C(C=C1)CC)=O.BrC1=CC=C(C=C1)C1=CC=C(C=C1)CCCC